N-(4-(4-Bromophenyl)-5-methylthiazol-2-yl)-4-fluoro-2-((1-methylethyl)sulfonamido)benzamide BrC1=CC=C(C=C1)C=1N=C(SC1C)NC(C1=C(C=C(C=C1)F)NS(=O)(=O)C(C)C)=O